(Z)-3-(5-((6-(4-(1-(4-hydroxyphenyl)-2-phenylbut-1-en-1-yl)phenoxy)hex-2,4-diyn-1-yl)oxy)-1-oxoisoindolin-2-yl)piperidine-2,6-dione OC1=CC=C(C=C1)/C(=C(\CC)/C1=CC=CC=C1)/C1=CC=C(OCC#CC#CCOC=2C=C3CN(C(C3=CC2)=O)C2C(NC(CC2)=O)=O)C=C1